(4-benzyloxy-3-methoxy-phenyl)-(5-fluoro-3H-benzo[e]indol-2-yl)-methanone C(C1=CC=CC=C1)OC1=C(C=C(C=C1)C(=O)C=1NC=2C=C(C3=C(C2C1)C=CC=C3)F)OC